ClC1=CC(=C(C=C1Cl)[C@H](N[S@@](=O)C(C)(C)C)C1CCN(CCC1)C(=O)[C@@H]1OC(OC1)(C)C)O (S)-N-[(R)-(4,5-dichloro-2-hydroxyphenyl)([1-[(4R)-2,2-dimethyl-1,3-dioxolane-4-carbonyl]azepan-4-yl])methyl]-2-methylpropane-2-sulfinamide